potassium tert.-butanoate C(C(=O)[O-])(C)C.[K+]